[Li].O(C1=CC=CC=C1)P(=O)(OC1=CC=CC=C1)OC1=CC[C@@H](CN1C(=O)OC(C)(C)C)C |r| tert-Butyl rac-(3S)-6-diphenoxyphosphoryloxy-3-methyl-3,4-dihydro-2H-pyridine-1-carboxylate Lithium